[4-(azetidin-3-yloxy)-2,6-difluoro-phenyl]-2-[3-(tert-butyl-diphenyl-silyloxy)-2-fluoro-2-methyl-propyl]-6-fluoro-3-methyl-2,3,4,9-tetrahydro-1H-β-carboline N1CC(C1)OC1=CC(=C(C(=C1)F)C1N(C(CC=2C3=CC(=CC=C3NC12)F)C)CC(CO[Si](C1=CC=CC=C1)(C1=CC=CC=C1)C(C)(C)C)(C)F)F